C(C)(C)C1=CC=C(C=C1)C(O)(C1(CNC1)C)C=1C=NC=C(C1)OC (4-isopropyl-phenyl)-(5-methoxy-pyridin-3-yl)-(3-methyl-azetidin-3-yl)-methanol